FC(C1=NC=C(C(=N1)C=C)N)(F)F 2-(trifluoromethyl)-4-vinylpyrimidin-5-amine